3-((tert-Butyldimethylsilyl)oxy)-4-(4-(3-fluoro-2-methoxyphenyl)-3,6-dihydropyridin-1(2H)-yl)butan-1-amine [Si](C)(C)(C(C)(C)C)OC(CCN)CN1CCC(=CC1)C1=C(C(=CC=C1)F)OC